ClC=1C(=C(C=CC1Cl)NC1=NC=NC2=CC=C(C=C12)C1(CN(CC1)C(=O)OC(C)(C)C)O)F tert-Butyl 3-(4-((3,4-dichloro-2-fluorophenyl)amino)quinazolin-6-yl)-3-hydroxypyrrolidine-1-carboxylate